(5aR,5bS,7aS,8S,10aS,10bR,12aR)-5a,7a-dimethyl-2-(2-methylbenzyl)-5,5a,5b,6,7,7a,8,9,10,10a,10b,11,12,12a-tetradecahydro-4H-cyclopenta[7,8]phenanthro[2,1-d]thiazol-8-ol C[C@@]12CCC=3N=C(SC3[C@@H]2CC[C@H]2[C@H]3[C@](CC[C@H]12)([C@H](CC3)O)C)CC3=C(C=CC=C3)C